BrC1=CC(=C(C=C1)C1=CC(=C(C=C1)C(=O)NCC=1C=NC=CC1)F)C 4'-bromo-3-fluoro-2'-methyl-N-(pyridin-3-ylmethyl)-[1,1'-biphenyl]-4-carboxamide